4-((6-(3-(2-Ethoxyphenoxy)piperidin-1-yl)pyrazin-2-yl)carbamoyl-2,6-difluorophenyl)piperidin C(C)OC1=C(OC2CN(CCC2)C2=CN=CC(=N2)NC(=O)C=2C(=C(C(=CC2)F)C2CCNCC2)F)C=CC=C1